NCC=1C=C(C=CC1)N1N=C(C=C1C(=O)NC1=CC(=CC=C1)CC1=CC=CC=C1)C(F)(F)F 1-(3-(aminomethyl)phenyl)-N-(3-benzyl-phenyl)-3-(trifluoromethyl)-1H-pyrazole-5-carboxamide